C(C)(C)(C)N(C(O)=O)[C@@H]1C[C@H](N(CC1)C(C(F)(F)F)=O)C1=CC=CC=C1.FC(OC1=NC2=CC(=CC(=C2N=C1)C=1SC(=CN1)N1CCCCC1)C)F 2-(2-(difluoromethoxy)-7-methylquinoxalin-5-yl)-5-(piperidin-1-yl)thiazole tert-butyl-((2S,4S)-2-phenyl-1-(2,2,2-trifluoroacetyl)piperidin-4-yl)carbamate